methyl (S)-4-(5-(3-(tert-butoxy)-2-decanamido-3-oxopropyl)-2H-tetrazol-2-yl)benzoate C(C)(C)(C)OC([C@H](CC=1N=NN(N1)C1=CC=C(C(=O)OC)C=C1)NC(CCCCCCCCC)=O)=O